FCCS(=O)(=O)OCCOS(=O)(=O)CCF ethylene glycol di(2-fluoroethanesulfonate)